NC1=NC2=CC=C(C=C2C=C1C)C(=O)N(N(C1=NC=CC=N1)C)CC1=CC=C(C=N1)C=1C=NC(=CC1)F 2-Amino-N-((6'-fluoro-[3,3'-bipyridyl]-6-yl)methyl)-N',3-dimethyl-N'-(pyrimidin-2-yl)quinoline-6-hydrazide